3-methyl-4-(trifluoromethyl)pyridine-2,3-diamine CC1(C(N=CC=C1C(F)(F)F)N)N